CC=1C=C(C=CC1NC1=NC(=CC=C1[N+](=O)[O-])C1=CC=CC=C1)NC(OC(C)(C)C)=O tert-butyl (3-methyl-4-((3-nitro-6-phenylpyridin-2-yl)amino)phenyl)carbamate